sorbitol hexa[3-(3,5-di-tert-butyl-4-hydroxy-phenyl)-propionate] C(C)(C)(C)C=1C=C(C=C(C1O)C(C)(C)C)CCC(=O)OC[C@H](OC(CCC1=CC(=C(C(=C1)C(C)(C)C)O)C(C)(C)C)=O)[C@@H](OC(CCC1=CC(=C(C(=C1)C(C)(C)C)O)C(C)(C)C)=O)[C@H](OC(CCC1=CC(=C(C(=C1)C(C)(C)C)O)C(C)(C)C)=O)[C@H](OC(CCC1=CC(=C(C(=C1)C(C)(C)C)O)C(C)(C)C)=O)COC(CCC1=CC(=C(C(=C1)C(C)(C)C)O)C(C)(C)C)=O